2-(1-benzyl-1H-indole-3-carboxamido)benzoic acid methyl ester COC(C1=C(C=CC=C1)NC(=O)C1=CN(C2=CC=CC=C12)CC1=CC=CC=C1)=O